C(C)OC(\C=C(/C)\C1=CC(=NC=C1)NC(=O)OC(C)(C)C)=O.OCCOC1=CC=C(C=C1)C1(C2=CC(=CC=C2C=2C=CC(=CC12)C=1SC=CC1)C=1SC=CC1)C1=CC=C(C=C1)OCCO 9,9-bis(4-(2-hydroxyethoxy)phenyl)-2,7-bis(2-thienyl)fluorene ethyl-(E)-3-(2-((tert-butoxycarbonyl)amino)pyridin-4-yl)but-2-enoate